Methyl 4-(azidomethyl)-2,3-difluorobenzoate N(=[N+]=[N-])CC1=C(C(=C(C(=O)OC)C=C1)F)F